2'-(2-chloro-3-ethyl-1H-pyrrolo[2,3-b]pyridin-5-yl)-1-[(1H-imidazol-2-yl)methyl]-5',6'-dihydrospiro[azetidine-3,4'-pyrrolo[1,2-b]pyrazole] ClC1=C(C=2C(=NC=C(C2)C=2C=C3N(N2)CCC32CN(C2)CC=2NC=CN2)N1)CC